(5-bromo-1H-indazol-3-yl)(4-(2-(trifluoromethyl)phenyl)piperidin-1-yl)methanone BrC=1C=C2C(=NNC2=CC1)C(=O)N1CCC(CC1)C1=C(C=CC=C1)C(F)(F)F